The molecule is a guaiane sesquiterpenoid isolated from Elephantopus mollis and has been shown to exhibit cytotoxic activity. It has a role as a metabolite and an antineoplastic agent. It is a guaiane sesquiterpenoid, an organic heterotricyclic compound, a gamma-lactone, an enoate ester and an enone. It derives from a tiglic acid. C/C=C(\\C)/C(=O)O[C@H]1CC(=C)C2=C([C@@H](CC2=O)C)[C@@H]3[C@@H]1C(=C)C(=O)O3